tert-Butyl ((1R,5S,6S)-3-(((1R,3R,5S)-3-(5-(oxetan-3-yl)isoxazole-3-carboxamido)-8-azabicyclo[3.2.1]octan-8-yl)sulfonyl)-3-azabicyclo[3.1.1]heptan-6-yl)carbamate O1CC(C1)C1=CC(=NO1)C(=O)NC1C[C@H]2CC[C@@H](C1)N2S(=O)(=O)N2C[C@@H]1C([C@H](C2)C1)NC(OC(C)(C)C)=O